1-(4-(2-hydroxyethoxy)phenyl)-4-oxo-1,4-dihydroquinoline-3-carboxylic acid OCCOC1=CC=C(C=C1)N1C=C(C(C2=CC=CC=C12)=O)C(=O)O